BrC1=CC=C(C(=O)O)C=C1 (14R)-4-Bromobenzoic acid